[Cu].C(=C)OCNC(S)=S.C(=C)OCNC(S)=S bis[N-(vinyloxymethyl)dithiocarbamic acid] copper